5-(1,3-dioxo-2,3-dihydro-1H-isoindol-2-yl)-3-methyl-5H,6H,7H-cyclopenta[c]Pyridin-2-ylium-2-ol O=C1N(C(C2=CC=CC=C12)=O)C1CCC=2C[NH+](C(=CC21)C)O